(S)-2-((R)-1-((2S,3R)-3-hydroxy-2-(6-phenylpicolinamido)butanamido)-3-methylbutyl)-4-(2-methoxy-2-oxoethyl)-6-oxo-1,3,2-dioxaborinane-4-carboxylic acid O[C@@H]([C@@H](C(=O)N[C@@H](CC(C)C)B1OC(C[C@@](O1)(C(=O)O)CC(=O)OC)=O)NC(C1=NC(=CC=C1)C1=CC=CC=C1)=O)C